C(C(C)C)C=1NC=C[N+]1C i-butyl-3-methyl-imidazolium